ClC1=CC=2N(C(=C1)C1=C(C=C(C#N)C=C1)F)N=CN2 4-(7-chloro-[1,2,4]triazolo[1,5-a]pyridin-5-yl)-3-fluorobenzonitrile